C[C@H](CCC=C(C)C)[C@H]1CC[C@@]2([C@@]1(CC[C@]34[C@H]2CC[C@@H]5[C@]3(C4)CC[C@@H]([C@@]5(C)C(=O)O)O)C)C The molecule is a steroid acid that is 4beta,14-dimethyl-5alpha,9beta-9,19-cyclocholest-24-en-3beta-ol in which the 4alpha hydrogen has been replaced by a carboxy group. It is a monocarboxylic acid, a steroid acid, a pentacyclic triterpenoid, a 3beta-hydroxy steroid, a 3beta-sterol, a member of phytosterols and a member of cyclopropanes. It is a conjugate acid of a 3beta-hydroxy-9beta-9,19-cyclolanost-24-en-28-oate.